6-oxooctahydropyrrolo[1,2-a][1,5]diazocine-3(4H)-carboxylate O=C1CCN(CCC2N1CCC2)C(=O)[O-]